FC=1C(=C(C=C(C1)CC(C)C)N1CCN(CC1)C(C)C1=NC=CC=C1)C=1N=NNN1 1-[3-fluoro-5-isobutyl-2-(2H-tetrazol-5-yl)phenyl]-4-[1-(2-pyridinyl)ethyl]piperazine